C(C1=CC=CC=C1)NC=1C=CC2=C(C=C(O2)C(=O)NCC2=NN(C=C2)C)C1 5-(benzylamino)-N-((1-methyl-1H-pyrazol-3-yl)methyl)benzofuran-2-carboxamide